(2-methoxy)ethyl 1-(3-cyano-1-isopropyl-1H-indol-5-yl)-1H-pyrazole-4-carboxylate C(#N)C1=CN(C2=CC=C(C=C12)N1N=CC(=C1)C(=O)OCCOC)C(C)C